OC1CC(N(C1)C(C(C(C)C)N1N=NC(=C1)C=1NC=CC1)=O)C(=O)NC 4-hydroxy-N-methyl-1-[3-methyl-2-[4-(1H-pyrrol-2-yl)triazol-1-yl]butyryl]pyrrolidine-2-carboxamide